1-indazole C1=C[In]N=C1